11-Methoxy-2,6,6-trimethyl-3a,6,7,12b-tetrahydro-1H,5H-pyrazolo[1,2-a]pyrrolo[3,4-c]cinnoline-1,3,5(2H)-trione COC1=CC=2C3C(N4N(C2C=C1)CC(C4=O)(C)C)C(N(C3=O)C)=O